N-{[1,1'-biphenyl]-4-yl}-6,8-di-tert-butyl-N-(9,9-dimethyl-9H-fluoren-2-yl)-9,9-diphenyl-9H-fluorene-4-amine C1(=CC=C(C=C1)N(C1=CC=CC=2C(C3=C(C=C(C=C3C12)C(C)(C)C)C(C)(C)C)(C1=CC=CC=C1)C1=CC=CC=C1)C1=CC=2C(C3=CC=CC=C3C2C=C1)(C)C)C1=CC=CC=C1